1,4-diethyl-1,2,4,5-tetrabromobenzene C(C)C1(C(=CC(C(=C1)Br)(Br)CC)Br)Br